bis-(8-hydroxyquinoline) zinc [Zn].OC=1C=CC=C2C=CC=NC12.OC=1C=CC=C2C=CC=NC12